C(=CC)N1CCN(CC1)[C@@H](CC1CC1)C1=CC=C(C=C1)[C@H](C)NC=1N=CC2=C(N(C(OC2)=O)CC)N1 7-{[(1S)-1-{4-[(1S)-1-(4-propenylpiperazin-1-yl)-2-cyclopropylethyl]phenyl}ethyl]amino}-1-ethyl-1,4-dihydro-2H-pyrimido[4,5-d][1,3]oxazin-2-one